FC1([C@H](C2=C(N(N=C2C(F)(F)F)C2=CC=C(C=C2)F)C1)O)F (4S)-5,5-difluoro-1-(4-fluorophenyl)-3-(trifluoromethyl)-4,6-dihydrocyclopenta[c]pyrazol-4-ol